3-(cyclopropylmethoxy)-N-(3,5-dichloropyridin-4-yl)-4-(2-(2-(2-(3-((2-(2,6-dioxopiperidin-3-yl)-1-oxoisoindolin-4-yl)amino)propoxy)ethoxy)ethoxy)ethoxy)benzamide C1(CC1)COC=1C=C(C(=O)NC2=C(C=NC=C2Cl)Cl)C=CC1OCCOCCOCCOCCCNC1=C2CN(C(C2=CC=C1)=O)C1C(NC(CC1)=O)=O